2-(2-(cyclopropanesulfonamido)pyrimidin-4-yl)-N-(4-(5-(2,2,2-trifluoroethoxy)pyridin-3-yl)phenyl)acetamide C1(CC1)S(=O)(=O)NC1=NC=CC(=N1)CC(=O)NC1=CC=C(C=C1)C=1C=NC=C(C1)OCC(F)(F)F